tert-butyl ((1r,3r)-3-hydroxy-2,2,4,4-tetramethylcyclobutyl)carbamate OC1C(C(C1(C)C)NC(OC(C)(C)C)=O)(C)C